6-(5-(5-amino-3a,5,6,6a-tetrahydro-4H-cyclopenta[d]isoxazol-3-yl)-2-methoxybenzamido)-2,2-difluoro-N-(4-fluoro-3-(trifluoromethyl)phenyl)benzo[d][1,3]dioxole-5-carboxamide NC1CC2C(C(=NO2)C=2C=CC(=C(C(=O)NC=3C(=CC4=C(OC(O4)(F)F)C3)C(=O)NC3=CC(=C(C=C3)F)C(F)(F)F)C2)OC)C1